2-(1-adamantyl)ethanamine C12(CC3CC(CC(C1)C3)C2)CCN